hexaaminobenzene trihydrochloride Cl.Cl.Cl.NC1=C(C(=C(C(=C1N)N)N)N)N